5-[5-[(1R)-1-(3,5-Dichloro-4-pyridyl)ethoxy]-1-tetrahydropyran-2-yl-indazol-3-yl]-2-(3-hydroxy-3-methyl-azetidin-1-yl)pyridine-3-carbonitrile ClC=1C=NC=C(C1[C@@H](C)OC=1C=C2C(=NN(C2=CC1)C1OCCCC1)C=1C=C(C(=NC1)N1CC(C1)(C)O)C#N)Cl